SCC(CSCCS)SC(CSCCS)CS 5,7-Bis(mercaptomethyl)-3,6,9-trithia-1,11-undecandithiol